NC1=CC=C(C(=C1C1=CC(N2[C@@H](CC[C@@H]2C1)C(=O)OCC)=O)F)Cl ethyl (3S,8aR)-7-(6-amino-3-chloro-2-fluorophenyl)-5-oxo-1,2,3,5,8,8a-hexahydroindolizine-3-carboxylate